Trifluoroacetic acid sodium salt [Na+].FC(C(=O)[O-])(F)F